N-[(3R,4S)-1-(4,4-difluorocyclohexanecarbonyl)-4-fluoropyrrolidin-3-yl]-5-fluorobenzamide FC1(CCC(CC1)C(=O)N1C[C@H]([C@H](C1)F)NC(C1=CC=CC(=C1)F)=O)F